COC1=CC=C(C=C1)C(C1=CC=CC=C1)C1=NC=CC=C1 ((4-methoxyphenyl)(phenyl)methyl)pyridine